6-(3-([1,1'-biphenyl]-4-yl)-4,5-dihydro-1H-pyrazol-5-yl)quinoxaline C1(=CC=C(C=C1)C1=NNC(C1)C=1C=C2N=CC=NC2=CC1)C1=CC=CC=C1